(2,3-dimethylpiperazine-1,4-diyl)bis((2-fluoro-4-methoxyphenyl)methanone) CC1N(CCN(C1C)C(=O)C1=C(C=C(C=C1)OC)F)C(=O)C1=C(C=C(C=C1)OC)F